3-(3-Methoxy-4-((6-methoxypyridin-3-yl)methoxy)benzyl)-6-(5-methyl-1-azabicyclo[3.2.1]oct-6-en-7-yl)-3H-imidazo[4,5-b]pyridine COC=1C=C(CN2C=NC=3C2=NC=C(C3)C3=CC2(CCCN3C2)C)C=CC1OCC=1C=NC(=CC1)OC